C(C)(CC)N([Si](O[SiH3])(C)C)C(C)CC 1-di(sec-butyl)amino-1,1-dimethyldisiloxane